Methyl 2-amino-6-(benzyloxy)-10-bromo-9-chloro-[1,2,4]triazolo[5,1-a]isoquinoline-5-carboxylate NC1=NN2C(C3=C(C(=CC=C3C(=C2C(=O)OC)OCC2=CC=CC=C2)Cl)Br)=N1